N-((1R,5S,6S)-3-(5-(4-(((R)-1-cyanoethyl)amino)-6-(3-cyanopyrrolo[1,2-b]pyridazin-7-yl)pyridin-3-yl)-1,3,4-thiadiazol-2-yl)-3-azabicyclo[3.1.1]hept-6-yl)acetamide C(#N)[C@@H](C)NC1=C(C=NC(=C1)C1=CC=C2N1N=CC(=C2)C#N)C2=NN=C(S2)N2C[C@@H]1C([C@H](C2)C1)NC(C)=O